benzyl (S)-5-oxo-1-((4-phenoxybenzoyl)glycyl)pyrrolidine-2-carboxylate O=C1CC[C@H](N1C(CNC(C1=CC=C(C=C1)OC1=CC=CC=C1)=O)=O)C(=O)OCC1=CC=CC=C1